Allyl methyl trisulfide CSSSCC=C